ClC=1C(=NC(=NC1)NC=1C=C(C(=C(C1)NC(C)=O)N1CC(CC1)N(C)C)F)C1=CN(C2=CC=CC=C12)C N-(5-((5-chloro-4-(1-methyl-1H-indol-3-yl)pyrimidin-2-yl)amino)-2-(3-(dimethylamino)pyrrolidin-1-yl)-3-fluorophenyl)acetamide